1-(3,3-dimethylbutyl)piperazin-2-one CC(CCN1C(CNCC1)=O)(C)C